The molecule is a homoflavonoid glycoside that is 5'-prenylophioglonol attached to a beta-D-glucopyranosyl residue at position 7 via a glycosidic linkage. It has been isolated from the whole plants of Ophioglossum pedunculosum. It has a role as a plant metabolite. It is a beta-D-glucoside, a monosaccharide derivative, a homoflavonoid glycoside and a hydroxy homoflavonoid. It derives from an ophioglonol. CC(=CCC1=C(C(=CC(=C1)C2=C(C(=O)C3=C(C=C(C=C3O2)O[C@H]4[C@@H]([C@H]([C@@H]([C@H](O4)CO)O)O)O)O)CO)O)O)C